4-(5-chloro-1H-imidazol-2-yl)piperidine dihydrobromide salt Br.Br.ClC1=CN=C(N1)C1CCNCC1